N-(2-methyl-4-phenylquinolin-3-yl)acetamide CC1=NC2=CC=CC=C2C(=C1NC(C)=O)C1=CC=CC=C1